CN(C(=O)C=1C=CC(=C(C1)B(O)O)F)C [5-(DIMETHYLCARBAMOYL)-2-FLUOROPHENYL]BORONIC ACID